N-(4-(7-(3-(2-cyanopropan-2-yl)-8-ethynyl-7-fluoronaphthalen-1-yl)-8-fluoro-2-((tetrahydro-1H-pyrrolizin-7a(5H)-yl)methoxy)pyrido[4,3-d]pyrimidin-4-yl)-1,4-oxazepan-6-yl)acrylamide C(#N)C(C)(C)C=1C=C(C2=C(C(=CC=C2C1)F)C#C)C1=C(C=2N=C(N=C(C2C=N1)N1CCOCC(C1)NC(C=C)=O)OCC12CCCN2CCC1)F